5-(4-bromo-2-fluoro-phenoxy)-4-methyl-thiazole-2-carboxamide BrC1=CC(=C(OC2=C(N=C(S2)C(=O)N)C)C=C1)F